(S)-2-hydroxy-3-((7-(5-methyl-1,2,4-oxadiazol-3-yl)isoquinolin-1-yl)amino)-N-(1-methyl-5-(5-propyl-1,2,4-oxadiazol-3-yl)-1H-pyrazol-3-yl)propenamide OC(C(=O)NC1=NN(C(=C1)C1=NOC(=N1)CCC)C)=CNC1=NC=CC2=CC=C(C=C12)C1=NOC(=N1)C